C(C)C=1C(=CC=C2C=C(C=C(C12)C1=C(C=2N=C(N=C(C2C=N1)N1CCOC[C@](C1)(O)C)OCC1(CC1)CO)F)OCOC)F (6S)-4-[7-[8-ethyl-7-fluoro-3-(methoxymethoxy)-1-naphthyl]-8-fluoro-2-[[1-(hydroxymethyl)cyclopropyl]methoxy]pyrido[4,3-d]pyrimidin-4-yl]-6-methyl-1,4-oxazepan-6-ol